C1N(CCC2C1CCC2)C(=O)[O-] hexahydro-1H-cyclopenta[c]pyridine-2(3H)-carboxylate